1-ETHYLPIPERIDINE-4-CARBALDEHYDE C(C)N1CCC(CC1)C=O